O=C1NC(CCC1C1=NN(C2=C(C=CC=C12)NC(CC)=O)C)=O (2R)-1-((3-(2,6-dioxopiperidin-3-yl)-1-methyl-1H-indazol-7-yl)amino)-1-oxopropan